1-octyl-3-(3-formyl-4-hydroxybenzyl)imidazole chloride salt [Cl-].C(CCCCCCC)N1CN(C=C1)CC1=CC(=C(C=C1)O)C=O